2-(4-methoxybenzyl)-7-methyl-1-oxo-6-phenyl-2,5-diazaspiro[3.4]octane-7-carbonitrile COC1=CC=C(CN2C(C3(C2)NC(C(C3)(C#N)C)C3=CC=CC=C3)=O)C=C1